CC1=CCCC(C1C=O)C 2,4-dimethyl-cyclohexene-3-carbaldehyde